BrC=1C=C(C=CC1)C1CN(CC1C#N)C(=O)OC(C)(C)C rac-tert-butyl 3-(3-bromophenyl)-4-cyanopyrrolidine-1-carboxylate